FC=1C=NN(C1)C(C)=O (4-fluoro-1H-pyrazol-1-yl)ethan-1-one